C1(CC1)C1=NC2=CC=C(C=C2C=C1)OC1=C(C=C(C=C1Cl)[N+](=O)[O-])Cl 2-cyclopropyl-6-(2,6-dichloro-4-nitrophenoxy)quinoline